[Si](C)(C)(C(C)(C)C)OCC(=O)C1=CC=C(C=C1)C 2-((tert-butyldimethylsilyl)oxy)-1-(p-tolyl)ethan-1-one